3-(4-amino-3-chlorophenyl)-1-methyl-1H-pyrazolo[3,4-d]Pyrimidine-4-amine NC1=C(C=C(C=C1)C1=NN(C2=NC=NC(=C21)N)C)Cl